(3-(Pyridin-2-ylmethyl)-1,2,3-oxadiazol-3-ium-5-yl)((3-(4,5,6,7-tetrahydro-1H-indazole-7-carboxamido)-5-(trifluoromethyl)phenyl)carbamoyl)amide N1=C(C=CC=C1)C[N+]1=NOC(=C1)[N-]C(NC1=CC(=CC(=C1)C(F)(F)F)NC(=O)C1CCCC=2C=NNC12)=O